C1(=CC=CC=C1)N1CSC=C1C1=CC=CC=C1 3,4-diphenyl-thiazol